propylethylene glycol dicaprylate C(CCCCCCC)(=O)OC(COC(CCCCCCC)=O)CCC